ClC1=C(C=CC=C1OC)N1N=C(C=CC1=O)B1OC(C(O1)(C)C)(C)C 2-(2-chloro-3-methoxyphenyl)-6-(4,4,5,5-tetramethyl-1,3,2-dioxaborolan-2-yl)pyridazin-3(2H)-one